BrC=1C=CC(=C(C1)S(=O)(=O)NC=1C(=C(C(=O)O)C=C(C1)C1(CCCCC1)C#N)O)O 3-((5-Bromo-2-hydroxyphenyl)sulfonamido)-5-(1-cyanocyclohexyl)-2-hydroxybenzoic acid